(1r,2'R,4R)-4-(3-chloroanilino)-2'-[(2R)-2-{[(thieno[3,2-b]pyridin-7-yl)oxy]methyl}butyl]-2',3'-dihydrospiro[cyclohexane-1,1'-indene]-4-carboxylic acid ClC=1C=C(NC2(CCC3([C@@H](CC4=CC=CC=C34)C[C@@H](CC)COC3=C4C(=NC=C3)C=CS4)CC2)C(=O)O)C=CC1